[Cl-].C(#N)C=1C=[NH+]C=CC1 3-cyanopyridinium chloride